FC1=C(C=C2NC(C(=NC2=C1F)C)=O)CN1CCN(CC1)C=1C=CC(=NC1)C(=O)NC 5-(4-((7,8-difluoro-2-methyl-3-oxo-3,4-dihydroquinoxalin-6-yl)methyl)piperazin-1-yl)-N-methylpicolinamide